(1,2-diazaethyl)-1,3,5-trimethylbenzene N(N)C1=C(C=C(C=C1C)C)C